O[C@@H]1C[C@H](NC1)C(=O)NCC1=CC=C(C=C1)C1=C(N=CS1)C (2s,4r)-4-hydroxy-N-(4-(4-methylthiazol-5-yl)benzyl)pyrrolidine-2-carboxamide